methyl 5-(6-(bis(4-methoxybenzyl)amino)-2-chloro-4-(4,4,5,5-tetramethyl-1,3,2-dioxaborolan-2-yl)pyridin-3-yl)pentanoate COC1=CC=C(CN(C2=CC(=C(C(=N2)Cl)CCCCC(=O)OC)B2OC(C(O2)(C)C)(C)C)CC2=CC=C(C=C2)OC)C=C1